C(#N)COC1=CC2=C(N=C(O2)C=2C(=C(C=CC2)C2=CC=CC=C2)C)C=C1CN1CCCCC1 (2S)-1-{[6-(Cyanomethoxy)-2-(2-methylbiphenyl-3-yl)-1,3-benzoxazol-5-yl]methyl}piperidin